tert-butyl neo-heptanoate C(CCC(C)(C)C)(=O)OC(C)(C)C